(3R)-3-(4-chlorophenyl)-2-[(4-chlorophenyl)methyl]-3-[(1-hydroxycyclopropyl)methoxy]-6-(2-hydroxypropan-2-yl)-2,3-dihydro-1H-isoindol-1-one ClC1=CC=C(C=C1)[C@@]1(N(C(C2=CC(=CC=C12)C(C)(C)O)=O)CC1=CC=C(C=C1)Cl)OCC1(CC1)O